ClC1=CC=C(OCC(=O)NC23CC(C2)(C3)C=3OC(=NN3)[C@@H]3C[C@@H](C3)OC(F)(F)F)C=C1 (4-chlorophenoxy)-N-[3-[5-[cis-3-(trifluoromethoxy)cyclobutyl]-1,3,4-oxadiazol-2-yl]-1-bicyclo[1.1.1]pentanyl]acetamide